(S)-(5-(2,4-difluorophenyl)-1,3,4-oxadiazol-2-yl)(4-(pyrazolo[1,5-a]pyridin-2-yl)-6,7-dihydro-1H-imidazo[4,5-c]pyridin-5(4H)-yl)methanone FC1=C(C=CC(=C1)F)C1=NN=C(O1)C(=O)N1[C@@H](C2=C(CC1)NC=N2)C2=NN1C(C=CC=C1)=C2